NC1=C(C=CC=C1)C(=O)C1=C(C=CC=C1)Cl (2-aminophenyl)(2-chlorophenyl)methanone